ClC1=CC2=C(C=N1)C1(CN2C2=NC(=NC=C2)C(COC)(F)F)CC1 6'-chloro-1'-(2-(1,1-difluoro-2-methoxyethyl)pyrimidin-4-yl)-1',2'-dihydrospiro[cyclopropane-1,3'-pyrrolo[3,2-c]pyridine]